FC1=CC=C(C=C1)N1CCN(CC1)CC[C@@H]1NC(C2(C1)CCN(CC2)S(=O)(=O)C)=O (R)-3-(2-(4-(4-fluorophenyl)piperazin-1-yl)ethyl)-8-(methylsulfonyl)-2,8-diazaspiro[4.5]decan-1-one